C(C)(C)(C)OC(=O)NCC1=CC(=C(C(=C1)C)NC(=O)C1=CC2=C(OCCC3=C2SC=C3)C=C1C=1C(=NC(=CC1)C(NC1CC1)=O)C(=O)OC)C methyl 3-(9-((4-(((tert-butoxycarbonyl)amino)methyl)-2,6-dimethylphenyl)carbamoyl)-4,5-dihydrobenzo[b]thieno[2,3-d]oxepin-8-yl)-6-(cyclopropylcarbamoyl)picolinate